CN1N=C(C2=CC=C(C=C12)C(C)(C)O)NC1=NN(C(=C1)C)CC(C)C 2-(1-methyl-3-{[5-methyl-1-(2-methylpropyl)-1H-pyrazol-3-yl]amino}-1H-indazol-6-yl)propan-2-ol